4,6-dibromo-3-isopropyl-1-methyl-1H-pyrazolo[3,4-b]pyridine BrC1=C2C(=NC(=C1)Br)N(N=C2C(C)C)C